2,4-dihydroxy-N-isopropyl-6-pentyl-benzenesulfonamide OC1=C(C(=CC(=C1)O)CCCCC)S(=O)(=O)NC(C)C